N,N,N-trimethylbenzylammonium triflate [O-]S(=O)(=O)C(F)(F)F.C[N+](C)(C)CC1=CC=CC=C1